2-(2-cyclopentylacetyl)-5-[2-(2-cyclopentylacetyl)-1,3-dioxo-2,3-dihydro-1H-indene-5-carbonyl]-2,3-dihydro-1H-indene-1,3-dione C1(CCCC1)CC(=O)C1C(C2=CC=C(C=C2C1=O)C(=O)C=1C=C2C(C(C(C2=CC1)=O)C(CC1CCCC1)=O)=O)=O